(5-octylsulfonyloxyimino-5H-thiophen-2-ylidene)-(2-methylphenyl)acetonitrile C(CCCCCCC)S(=O)(=O)ON=C1C=CC(S1)=C(C#N)C1=C(C=CC=C1)C